4-(3,6-Diazabicyclo[3.1.1]heptan-6-yl)-6-fluoro-3-(2-methoxypyrimidin-5-yl)-N-methyl-9H-pyrido[2,3-b]indol-8-amin C12CNCC(N1C1=C(C=NC=3NC4=C(C=C(C=C4C31)F)NC)C=3C=NC(=NC3)OC)C2